4-(3-(2-(3-Cyano-4,5-dimethylphenoxy)ethyl)piperidin-1-yl)-4-oxobutanoic acid ethyl ester C(C)OC(CCC(=O)N1CC(CCC1)CCOC1=CC(=C(C(=C1)C)C)C#N)=O